FC(C=1OC(=NN1)C1=CC=C(C=C1)CN1N=C(N=N1)C1=CC(=C(C=C1)N1CCNCC1)F)F 2-(difluoromethyl)-5-(4-((5-(3-fluoro-4-(piperazin-1-yl)phenyl)-2H-tetrazol-2-yl)methyl)phenyl)-1,3,4-oxadiazole